5-Methyl-2-(4-methyl-2H-1,2,3-triazol-2-yl)benzoic acid CC=1C=CC(=C(C(=O)O)C1)N1N=CC(=N1)C